C(C)(=O)NC1=CC=C(CC[C@@H]2O[C@@H](C(C([C@@]2(C(=O)OCC2CC2)C)=O)=C)C)C=C1 |r| (±)-cyclopropylmethyl (2S,3R,6R)-2-(4-acetamidophenethyl)-3,6-dimethyl-5-methylene-4-oxotetrahydro-2H-pyran-3-carboxylate